CC(COCC(C1=CC2=C(NC(O2)=O)C=C1)=O)(C)NC(OC(C)(C)C)=O tert-Butyl N-[1,1-dimethyl-2-[2-oxo-2-(2-oxo-3H-1,3-benzoxazol-6-yl)ethoxy]ethyl]carbamate